COC([C@@H](N(CC1=CC=CC=C1)CC1=CC=CC=C1)CC1=CC(=C(C(=C1)Br)OC)Br)=O (S)-N,N-dibenzyl-3,5-dibromo-4-methoxyphenylalanine methyl ester